Cl.BrC1=CC=C(C=C1)[C@H](C)NC(=O)C1(CCOCC1)N1C[C@@H](CC1)OC1=CC(=CC=C1)C(F)(F)F N-((S)-1-(4-Bromophenyl)ethyl)-4-((R)-3-(3-(trifluoromethyl)phenoxy)pyrrolidin-1-yl)tetrahydro-2H-pyran-4-carboxamide, hydrochloride